3-(4-((4-(((adamantan-1-yl)amino)methyl)-2-chlorobenzyl)thio)-1-oxoisoindolin-2-yl)piperidine-2,6-dione C12(CC3CC(CC(C1)C3)C2)NCC2=CC(=C(CSC3=C1CN(C(C1=CC=C3)=O)C3C(NC(CC3)=O)=O)C=C2)Cl